FC1=CC(=CC=2C=COC21)CC(CC)NC 1-(7-fluorobenzofuran-5-yl)-N-methylbutan-2-amine